5-(1-((1H-pyrazol-4-yl)methyl)-4,4-difluoropiperidin-3-yl)-4-methyl-isobenzofuran-1(3H)-one N1N=CC(=C1)CN1CC(C(CC1)(F)F)C=1C(=C2COC(C2=CC1)=O)C